C(C)(=O)OCC(C(F)F)(F)F 2,2,3,3-tetrafluoropropyl acetate